Tert-butyl (12aR)-9-bromo-8-chloro-10-fluoro-6-oxo-3,4,12,12a-tetrahydro-6H-pyrazino[2,1-c][1,4]benzoxazepine-2(1H)-carboxylate BrC1=C(C2=C(C(N3[C@@H](CO2)CN(CC3)C(=O)OC(C)(C)C)=O)C=C1Cl)F